(2S,4r)-N-[1-(1-cyclopropyl-tetrazol-5-yl)ethyl]-1-[(2S)-2-(4-cyclopropyl-triazol-1-yl)-3,3-dimethyl-butyryl]-4-hydroxy-pyrrolidine-2-carboxamide C1(CC1)N1N=NN=C1C(C)NC(=O)[C@H]1N(C[C@@H](C1)O)C([C@H](C(C)(C)C)N1N=NC(=C1)C1CC1)=O